NC(CCC1CC1)(C1=CC(=CC=C1)C#N)C=1C=CC(=C(C1)NC(=O)[C@@H]1N(C[C@@H](C1)OC)C(=O)NC1=NC=C(C=C1)Cl)F (2R,4R)-N2-(5-((+)-1-amino-1-(3-cyanophenyl)-3-cyclopropylpropyl)-2-fluorophenyl)-N1-(5-chloropyridin-2-yl)-4-methoxypyrrolidine-1,2-dicarboxamide